(Ra)-6-(4-Fluoro-1-(4-morpholinobenzyl)-1H-indol-7-carboxamido)spiro[3.3]heptan FC1=C2C=CN(C2=C(C=C1)C(=O)NC1CC2(CCC2)C1)CC1=CC=C(C=C1)N1CCOCC1